OCC(CO)OC(CCCCCCCC(C(CCCCCCO)O)O)=O 1,3-dihydroxypropan-2-yl-9,10,16-trihydroxyhexadecanoate